[Te-2].[Mn+2].[Pb+2].[Te-2] Lead manganese telluride